N1C=C(C2=CC=CC=C12)C(=O)C=1SC=CC1 indol-3-yl(2-thienyl)methanone